furo[2,3-d]pyridazin-4-amine O1C=CC=2C1=CN=NC2N